[N+](=O)([O-])C1=CC=C(C=C1)S(=O)(=O)OC1=C(C=CC(=C1)[N+](=O)[O-])S(=O)(=O)O.ClC1=C(C(=CC=C1)C)NC(=O)C1=CN=C(S1)NC1=NC(=NC(=C1)N1CCN(CC1)CCO)C N-(2-chloro-6-methylphenyl)-2-{6-[4-(2-hydroxyethyl)piperazin-1-yl]-2-methylpyrimidin-4-ylamino}thiazole-5-carboxamide p-nitrobenzenesulfonyloxy(p-nitrobenzenesulfonate)